(2R,3R,4S,5S)-2-(4-Amino-7H-pyrrolo[2,3-d]pyrimidin-7-yl)-5-((((3-methyl-[1,1'-biphenyl]-2-yl)methyl)thio)methyl)tetrahydrofuran-3,4-diol NC=1C2=C(N=CN1)N(C=C2)[C@@H]2O[C@@H]([C@H]([C@H]2O)O)CSCC2=C(C=CC=C2C)C2=CC=CC=C2